2-(5-{[(1R,3s,5S)-8-Azabicyclo[3.2.1]octan-3-yl](methyl)amino}[1,3]thiazolo[5,4-d][1,3]thiazol-2-yl)-5-(2-methyl-1,3-thiazol-5-yl)pyridin-3-ol Dihydrochlorid Cl.Cl.[C@H]12CC(C[C@H](CC1)N2)N(C=2SC1=C(N2)SC(=N1)C1=NC=C(C=C1O)C1=CN=C(S1)C)C